CC1(OC=2C(=NC(=CC2)C=2C(=CC(=NC2)NC(C)=O)NC2=NC(=CC(=C2)N2[C@@H](CCC2)COC)S(=O)(=O)C)OC1)C (S)-N-(5-(2,2-dimethyl-2,3-dihydro-[1,4]dioxino[2,3-b]pyridin-6-yl)-4-((4-(2-(methoxymethyl)pyrrolidin-1-yl)-6-(methylsulfonyl)pyridin-2-yl)amino)pyridin-2-yl)acetamide